(4r)-6-bromo-4-((1s)-1-fluoroethyl)-3,4-dihydroisoquinolin-1(2H)-one BrC=1C=C2[C@H](CNC(C2=CC1)=O)[C@H](C)F